C(C1=CC=CC=C1)OC1=NC=CC(=C1[N+](=O)[O-])C1CC1 2-(benzyloxy)-4-cyclopropyl-3-nitropyridine